ClC=1C=C(CNC2=NC(=NC3=CC=C(C=C23)C=2C(=NOC2C)C)C=2C=NN(C2)CC(=O)O)C=CC1 2-(4-(4-((3-chlorobenzyl)amino)-6-(3,5-dimethylisoxazol-4-yl)quinazolin-2-yl)-1H-pyrazol-1-yl)acetic acid